CC=1C(C2=CC=C(C=C2C(C1)=O)OC)=O 2-methyl-6-methoxy-1,4-naphthoquinone